FC=1C(=CC(=C(C(=O)OC)C1)[N+](=O)[O-])C=1C(=NC=CC1)O methyl 5-fluoro-4-(2-hydroxypyridin-3-yl)-2-nitrobenzoate